C(C1=CC=CC=C1)OC(=O)C=1C=NC(=CC1C1=CC(=NC=C1OC)C(F)F)N1C(C=2N(CC1)N=CC2)=O 2'-(difluoromethyl)-5'-methoxy-6-(4-oxo-6,7-dihydropyrazolo[1,5-a]pyrazin-5(4H)-yl)-[4,4'-bipyridine]-3-carboxylic acid benzyl ester